C1(=C(C=CC=C1)C1=C([Se]C2=C1C=CC=C2)C2=NN=NC(=C2C2=C(C=CC=C2)C2=CC=CC=C2)C2=CC=CC=C2)C2=CC=CC=C2 biphenylyl[phenyl-(biphenylyl)triazinyl]benzoselenophene